9H-fluoren-9-ylidenebis(2-methyl-4,1-phenylene)bis[1,3-dihydro-1,3-dioxo-5-isobenzofurancarboxylate] C1=CC=CC=2C3=CC=CC=C3C(C12)(C1=CC(=C(C=C1)C1=C2C(OC(C2=CC=C1C(=O)[O-])=O)=O)C)C1=CC(=C(C=C1)C1=C2C(OC(C2=CC=C1C(=O)[O-])=O)=O)C